(4-benzyloxy-2-fluoro-phenyl)piperazine C(C1=CC=CC=C1)OC1=CC(=C(C=C1)N1CCNCC1)F